ClC1=C(C=C(C=C1)O)C1=COCCCN1C=O 3-(2-chloro-5-hydroxy-phenyl)-6,7-dihydro-5H-1,4-oxazepine-4-carbaldehyde